6-(2-amino-1-(2,2-difluoroethyl)-4-(4-fluorophenyl)-1H-imidazol-5-yl)imidazo[1,2-a]pyridine-3-carbonitrile NC=1N(C(=C(N1)C1=CC=C(C=C1)F)C=1C=CC=2N(C1)C(=CN2)C#N)CC(F)F